N1=C(C=CC=C1)C1=NC=CC=C1C1=NC=CC=C1 ter-pyridine